ClC=1C=C(N)C=CC1OC 3-chloro-4-methoxy-aniline